C1(=CC=CC=C1)C(CCCCCCCCOCCCCCCCCC(C1=CC=CC=C1)(C1=CC=CC=C1)C1=CC=CC=C1)(C1=CC=CC=C1)C1=CC=CC=C1 triphenylnonyl ether